N1C=NC(=C1)CC=1C=NC=CC1 3-((1H-imidazol-4-yl)methyl)pyridine